methyl (11Z)-19-{[4-(dimethylamino)butanoyl]oxy}octacos-11-enoate CN(CCCC(=O)OC(CCCCCC\C=C/CCCCCCCCCC(=O)OC)CCCCCCCCC)C